(7-((1-Ethyl-3-fluoro-1H-pyrrolo[2,3-b]pyridin-6-yl)oxy)-2-azaspiro[3.5]nonan-2-yl)((1s,3s)-3-hydroxy-3-methylcyclobutyl)methanone C(C)N1C=C(C=2C1=NC(=CC2)OC2CCC1(CN(C1)C(=O)C1CC(C1)(C)O)CC2)F